CCCCCCCCC(CCCCCCCC)OC(CCCCCN(CCCCCCCC(=O)OC(CCCCCCCCF)CCCCCCCC)CCO)=O 1-fluoroheptadecan-9-yl 8-((6-(heptadecan-9-yloxy)-6-oxohexyl)(2-hydroxyethyl)amino)octanoate